N1CC(C1)NCCCCO 4-(azetidin-3-ylamino)butan-1-ol